BrC=1C=C(C=CC1)N1B(C2=C(C=N1)C=CC=C2)O 2-(m-bromophenyl)-1,2-dihydro-2,3,1-benzodiazaborinin-1-ol